α-ketoglutarate calcium salt [Ca+2].O=C(C(=O)[O-])CCC(=O)[O-]